(3-hydroxy-2,2-dimethyl-propyl) 2,2-dimethylpropanoate CC(C(=O)OCC(CO)(C)C)(C)C